N-(4-(7-(trifluoromethyl)pyrazolo[1,5-a]pyrimidine-5-yl)phenyl)acetamide FC(C1=CC(=NC=2N1N=CC2)C2=CC=C(C=C2)NC(C)=O)(F)F